NC1=NC(=NC=2N1N=C(N2)C=2OC=CC2)N2CC(CCC2)CN2CCN(CC2)C2=CC=C(C(=O)NC)C=C2 4-(4-((1-(7-amino-2-(furan-2-yl)-[1,2,4]triazolo[1,5-a][1,3,5]triazine-5-yl)piperidin-3-yl)methyl)piperazin-1-yl)-N-methylbenzamide